C(#N)C1=C(C=C(NC1=O)C(=O)OCC)C ethyl 5-cyano-4-methyl-6-oxo-1,6-dihydropyridine-2-carboxylate